FC1=C(CNC(=O)C=2C(C(=C3N(N4[C@@H](CC[C@@H](N(C3=O)C4)C)C)C2)O)=O)C=CC(=C1)F (1S,2R,5S)-N-(2,4-difluorobenzyl)-8-hydroxy-2,5-dimethyl-7,9-dioxo-2,3,4,5,7,9-hexahydro-1,6-methanopyrido[1,2-b][1,2,5]triazonine-10-carboxamide